5-chloro-2-(oxan-4-yl)pyrazolo[4,3-b]pyridine ClC=1C=CC=2C(N1)=CN(N2)C2CCOCC2